(1S,3aS,3bR,9bS,11aS)-7-(heptanoyloxy)-11a-methyl-1H,2H,3H,3aH,3bH,4H,5H,9bH,10H,11H,11aH-cyclopenta[a]phenanthren-1-yl heptanoate C(CCCCCC)(=O)O[C@H]1CC[C@@H]2[C@@]1(CC[C@@H]1C=3C=CC(=CC3CC[C@@H]21)OC(CCCCCC)=O)C